(S)-4-chloro-2-((3-(2-(5-chlorothien-2-yl)-2-hydroxyethyl)-1,2,4-oxadiazol-5-yl)methyl)pyridazin-3(2H)-one ClC=1C(N(N=CC1)CC1=NC(=NO1)C[C@H](O)C=1SC(=CC1)Cl)=O